FC=1C=C(C(=O)NCC2=C(C=CC3=C2N(C=N3)C)OC)C=C(C1OC)F 3,5-difluoro-4-methoxy-N-((6-methoxy-1-methyl-1H-benzimidazol-7-yl)methyl)benzamide